FC=1C(=NC=CC1I)N1C(CCC1)=O (3-fluoro-4-iodopyridin-2-yl)pyrrolidin-2-one